Cl.Br monohydrobromide, monohydrochloride